2'-chloro-N-((R)-6-((1r,3R)-3-hydroxycyclobutane-1-carboxamido)-4,5,6,7-tetrahydrobenzo[d]thiazol-2-yl)-5'-methoxy-6-methyl-[4,4'-bipyridine]-3-carboxamide ClC1=NC=C(C(=C1)C1=C(C=NC(=C1)C)C(=O)NC=1SC2=C(N1)CC[C@H](C2)NC(=O)C2CC(C2)O)OC